FC1=C(C=CC(=C1OCCC)OC)C1=CN=CC(=N1)C1CB(OC1)O 4-(6-(2-Fluoro-4-methoxy-3-propoxyphenyl)pyrazin-2-yl)-1,2-oxaborolan-2-ol